1-(4-Bromo-2,6-difluoro-phenyl)pyrazol-4-carboxylic acid ethyl ester C(C)OC(=O)C=1C=NN(C1)C1=C(C=C(C=C1F)Br)F